C(CCC(=O)OC)(=O)OC butanedioic acid, dimethyl ester